FC(CCC[SiH](OC)OC)(F)F 1-trifluoropropyl-methyl-dimethoxysilane